butane-1,4-diylbis((3-(3-benzyl-3-(4-(4-(benzylamino) benzyl) phenyl) ureido)-4-methylphenyl) carbamate) C(CCCN(C([O-])=O)C1=CC(=C(C=C1)C)NC(=O)N(CC1=CC=CC=C1)C1=CC=C(C=C1)CC1=CC=C(C=C1)NCC1=CC=CC=C1)N(C([O-])=O)C1=CC(=C(C=C1)C)NC(=O)N(C1=CC=C(C=C1)CC1=CC=C(C=C1)NCC1=CC=CC=C1)CC1=CC=CC=C1